(5Z)-5-[[1-(3,4-dimethylphenyl)pyrazol-4-yl]methylene]-2-thioxo-thiazolidin-4-one CC=1C=C(C=CC1C)N1N=CC(=C1)\C=C/1\C(NC(S1)=S)=O